C(C)OP(=O)(OCC)CC[C@H]1O[C@@H]([C@H]([C@H]([C@H]1CC(=O)[O-])CC(=O)[O-])CC(=O)O)OC1=CC(=C(C=C1)[N+](=O)[O-])C.C(C1=C(C(=O)O)C(C(=O)O)=C(C(=O)O)C(C(=O)O)=C1C(=O)O)(=O)O.[Cu+2] copper (II) mellitate (2R,3R,4S,5S,6R)-2-(2-(diethoxyphosphoryl)ethyl)-6-(3-methyl-4-nitrophenoxy)tetrahydro-2H-pyran-3,4,5-triyl-triacetate